OC1=C(C=CC=C1)C1=C(C=CC(=C1)C)C (hydroxyphenyl)-p-xylene